N1,N1-Bis[3-(trimethoxysilyl)propyl]-1,2-ethanediamine CO[Si](CCCN(CCN)CCC[Si](OC)(OC)OC)(OC)OC